2,8-dibromodibenzo[b,d]Thiophene BrC1=CC2=C(SC3=C2C=C(C=C3)Br)C=C1